[Ag].[Pd] palladium silver salt